4-((4-methoxy-4''-(pentyloxy)-[1,1':4',1''-terphenyl]-2-yl)oxy)butan-1-amine COC1=CC(=C(C=C1)C1=CC=C(C=C1)C1=CC=C(C=C1)OCCCCC)OCCCCN